pentaerythritol (3,5-di-tert-butyl-4-hydroxyphenyl)propionate methyl-4-(N-(2,2,2-trifluoro-1-(4-fluorophenyl)ethyl)sulfamoyl)thiazole-2-carboxylate CC1=C(N=C(S1)C(=O)OCC(COC(C(C)C1=CC(=C(C(=C1)C(C)(C)C)O)C(C)(C)C)=O)(CO)CO)S(NC(C(F)(F)F)C1=CC=C(C=C1)F)(=O)=O